N-cyclooctyl-4-cyclopropyl-1H-pyrrolo[2,3-b]pyridine-2-carboxamide C1(CCCCCCC1)NC(=O)C1=CC=2C(=NC=CC2C2CC2)N1